C(C1=CC=CC=C1)NC(C1=C(C=C(C(=C1)Cl)O)O)=O N-benzyl-5-chloro-2,4-dihydroxybenzamide